COC1=CC=C(C=C1)C[C@@H](C(=O)OC)NC([C@H](C)NS(=O)(=O)N1CCOCC1)=O methyl (S)-3-(4-methoxyphenyl)-2-((S)-2-(morpholine-4-sulfonamido)propionamido)propanoate